C(C)N1C(OC(C1)[C@]1(CN(CC1)C(C)(C)C=1C=NC(=CC1)C)CCC=1SC(=CC1)F)=O |o1:7| 3-ethyl-5-((R or S)-3-(2-(5-fluoro-thiophen-2-yl)ethyl)-1-(2-(6-methylpyridin-3-yl)propan-2-yl)pyrrolidin-3-yl)oxazolidin-2-one